N-(4-cyanobenzyl)-8-((1-((3-hydroxyazetidin-1-yl)sulfonyl)cyclopropyl)methoxy)-1-methyl-2-oxo-1,2-dihydro-1,7-naphthyridine-3-carboxamide C(#N)C1=CC=C(CNC(=O)C=2C(N(C3=C(N=CC=C3C2)OCC2(CC2)S(=O)(=O)N2CC(C2)O)C)=O)C=C1